C1(CC1)COC1=C(CNCC2CCN(CC2)C(=O)OC(C)(C)C)C=CC(=C1)F tert-butyl 4-(((2-(cyclopropylmethoxy)-4-fluorobenzyl)amino)methyl)piperidine-1-carboxylate